C(C)OC1=CC=C(C=C1)CC(=O)NC1=CN(C(C=C1)=O)C1=CC=CC=C1 2-(4-ethoxyphenyl)-N-(6-oxo-1-phenyl-1,6-dihydropyridin-3-yl)acetamide